2,6-diacetylethylnaphthalene C(C)(=O)CCC1=CC=CC2=CC(=CC=C12)C(C)=O